ClC1=NC=C(C(=N1)C1=CC(=C2CN(C(C2=C1)=O)[C@@H](C(=O)OC(C)(C)C)C)F)Cl tert-butyl (R)-2-(6-(2,5-dichloropyrimidin-4-yl)-4-fluoro-1-oxoisoindolin-2-yl)propanoate